5-bromo-7-methoxy-1-methyl-1H-benzo[d][1,2,3]triazol BrC1=CC2=C(N(N=N2)C)C(=C1)OC